ClC1=C(C=C(C=C1)Cl)N1CCN(CC1)CC(=O)NC1=C(C=CC=C1)OCC 2-(4-(2,5-dichlorophenyl)piperazin-1-yl)-N-(2-Ethoxyphenyl)acetamide